2-(3-chloro-phenyl)-6-(9,9-diphenyl-9H-fluoren-4-yl)-benzoxazole ClC=1C=C(C=CC1)C=1OC2=C(N1)C=CC(=C2)C2=CC=CC=1C(C3=CC=CC=C3C21)(C2=CC=CC=C2)C2=CC=CC=C2